C(C)(=O)NNC(CC1C(N(C2=CC=CC=C12)C1CCN(CC1)C1CCC(CC1)=C(C)C)=O)=O N'-acetyl-2-(2-oxo-1-(1-(4-(propan-2-ylidene)cyclohexyl)piperidin-4-yl)indolin-3-yl)acetohydrazide